CC1(OB(OC1(C)C)C=1C=NN(C1)CCN1CCOCC1)C 4-{2-[4-(4,4,5,5-tetramethyl-1,3,2-dioxaborolan-2-yl)-1H-pyrazol-1-yl]ethyl}morpholine